C(C=C)(=O)N1[C@H](CN(C[C@H]1C)C1=NC(N2C3=C(C(=C(C=C13)C(F)(F)F)C1=CC=C(C=C1)F)SCC(C2)(COC)COC)=O)C 8-((3S,5R)-4-acryloyl-3,5-dimethylpiperazin-1-yl)-11-(4-fluorophenyl)-3,3-bis(methoxymethyl)-10-(trifluoromethyl)-3,4-dihydro-[1,4]thiazepino[2,3,4-ij]quinazolin-6(2H)-one